1-[4-(cyanomethyl)-1-[(3-hydroxy-2-methyl-4-phenyl-phenyl)methyl]-4-piperidyl]-3-(cyclopropanecarbonylamino)pyrazole-4-carboxamide C(#N)CC1(CCN(CC1)CC1=C(C(=C(C=C1)C1=CC=CC=C1)O)C)N1N=C(C(=C1)C(=O)N)NC(=O)C1CC1